1,2,3,4,6,7,8,9-octahydrophenazine C1CCCC2=NC=3CCCCC3N=C12